C1(=CC=CC=C1)C1=NC(=CC=C1C1=C(C=CC=C1)C1=C(C(=NC(=C1N1C2=CC=CC=C2C=2C=CC=CC12)N1C2=CC=CC=C2C=2C=CC=CC12)N1C2=CC=CC=C2C=2C=CC=CC12)N1C2=CC=CC=C2C=2C=CC=CC12)C1=CC=CC=C1 9,9',9'',9'''-(4-(2-(2,6-diphenylpyridin-3-yl)phenyl)pyridine-2,3,5,6-tetrayl)tetrakis(9H-carbazole)